N-Methyl-6-(2-methyl-2H-indazol-5-yl)-N-(piperidin-4-yl)[1,3]thiazolo[4,5-c]pyridin-2-amin CN(C=1SC2=C(C=NC(=C2)C2=CC3=CN(N=C3C=C2)C)N1)C1CCNCC1